C(C)OC1=CC=C(C=C1)N1C=NN(C1=O)CC1=CC(=C(OC(C(=O)O)(C)C)C(=C1)C)C 2-(4-((4-(4-ethoxyphenyl)-5-oxo-4,5-dihydro-1H-1,2,4-triazol-1-yl)methyl)-2,6-Dimethylphenoxy)-2-methylpropionic acid